N-(6-(p-vinylbenzyl-amino)-6-hydroxyhexyl)-N,N-dimethyl-hexadecyl-ammonium bromide [Br-].C(=C)C1=CC=C(CNC(CCCCC[N+](C)(C)CCCCCCCCCCCCCCCC)O)C=C1